C(#N)N1C2CCC(C1)[C@H]2NC(=O)C2=NNC(=C2)C=2C=NC=CC2NC2=CC=CC=C2 N-((7R)-2-cyano-2-azabicyclo[2.2.1]heptan-7-yl)-5-(4-(phenylamino)pyridin-3-yl)-1H-pyrazole-3-carboxamide